3-(2-methoxyethoxy)-1-[(1r,4r)-4-(morpholin-4-yl)cyclohexyl]-1H-pyrazol-4-amine hydrochloride Cl.COCCOC1=NN(C=C1N)C1CCC(CC1)N1CCOCC1